Cl.FC=1C=C(C#N)C=CC1COC=1C=CC=2N(C(C3N(C2N1)CCNC3)=O)C 3-fluoro-4-(((5-methyl-6-oxo-6,6a,7,8,9,10-hexahydro-5H-pyrazino[1,2-a]pyrido[3,2-e]pyrazin-2-yl)oxy)methyl)benzonitrile hydrochloride